(R)-(5-bromo-2-((1-(isoquinoline-4-carbonyl)pyrrolidin-3-yl)amino)-3-nitrophenyl)(piperidin-1-yl)methanone BrC=1C=C(C(=C(C1)C(=O)N1CCCCC1)N[C@H]1CN(CC1)C(=O)C1=CN=CC2=CC=CC=C12)[N+](=O)[O-]